ClC=1C=C(C=C2C(=C(C=NC12)C#N)N[C@H](C)C1=CC=CC=C1)N[C@H](C=1N=NNC1)C=1C(=NC=CC1)C 8-chloro-6-(((S)-(2-methylpyridin-3-yl)(1H-1,2,3-triazol-4-yl)methyl)amino)-4-(((R)-1-phenylethyl)amino)quinoline-3-carbonitrile